3-mercaptopropyl-dimethoxymethylsilan SCCC[SiH2]C(OC)OC